FC(C)(F)C1=CC=C2C(NC(N(C2=C1)C1=CC=2N(C=C1)C=CN2)=O)=O 7-(1,1-difluoroethyl)-1-(imidazo[1,2-a]pyridin-7-yl)quinazolin-2,4(1H,3H)-dione